C1N(CCC2=CC=CC=C12)C[C@H](CN1C(C2=CC=C(C=C2CC1)N1CCN(CC1)C)=O)O 2-[(2R)-3-(3,4-dihydro-1H-isoquinolin-2-yl)-2-hydroxy-propyl]-6-(4-methylpiperazin-1-yl)-3,4-dihydroisoquinolin-1-one